2,2,4-Trimethylpentyltrimethoxysilan CC(C[Si](OC)(OC)OC)(CC(C)C)C